N[C@@H](CNC1=NC(=C2C(=N1)N(N=C2)C)NC(C(F)(F)F)(C)C)C=2C=C(C#N)C=CC2 3-[(1R)-1-amino-2-[[1-methyl-4-[(2,2,2-trifluoro-1,1-dimethyl-ethyl)amino]pyrazolo[3,4-d]pyrimidin-6-yl]amino]ethyl]benzonitrile